3-[(4-Isopropylphenoxy)methyl]-1H-1,2,4-triazol-5(4H)-one C(C)(C)C1=CC=C(OCC2=NNC(N2)=O)C=C1